ethyl 2-(2-((5-(3-(aminomethyl)phenyl)-7-(((cyclopropylmethyl)amino)methyl)benzofuran-3-yl)methoxy)phenyl)acetate NCC=1C=C(C=CC1)C=1C=C(C2=C(C(=CO2)COC2=C(C=CC=C2)CC(=O)OCC)C1)CNCC1CC1